C1(=CC(=CC=C1)N1C(C=CC1=O)=O)N1C(C=CC1=O)=O N,N'-1,3-phenylenedimaleimide